2-(6-Chloro-benzothiazol-2-ylamino)-1-methyl-1H-benzoimidazole-5-carboxylic acid [2-(2-dimethylamino-ethoxy)-ethyl]-amide CN(CCOCCNC(=O)C1=CC2=C(N(C(=N2)NC=2SC3=C(N2)C=CC(=C3)Cl)C)C=C1)C